COCCOC1=NC(=CC(=C1)NC=1C(=NC(=C(N1)NC)C=1C2=C(C=NC1)N(C=N2)C)C(=O)OC)C Methyl 3-[[2-(2-methoxyethoxy)-6-methyl-4-pyridyl]amino]-5-(methylamino)-6-(3-methylimidazo[4,5-c]pyridin-7-yl)pyrazine-2-carboxylate